NCCS(=O)(=O)[O-].[NH4+] ammonium taurinate